1-methyl-3-(trifluoromethyl)-1H-pyrazolo[4,3-b]pyridine-6-carboxylic acid CN1N=C(C2=NC=C(C=C21)C(=O)O)C(F)(F)F